C1CCCCCCCCO1 nonamethylene oxide